C(C1=CC=CC=C1)OC(=O)C12CC3CC(CC(C1)C3)C2 adamantane-1-carboxylic acid benzyl ester